9,10-dihydro-9,10-dioxoanthracene-2-sulfonate O=C1C2=CC=CC=C2C(C=2C=CC(=CC12)S(=O)(=O)[O-])=O